(9H-fluoren-9-yl)methyl (E)-2-(3-(4-(((2-(1H-indol-3-yl)ethyl)amino)methyl)phenyl)acryloyl)-1-propylhydrazine-1-carboxylate N1C=C(C2=CC=CC=C12)CCNCC1=CC=C(C=C1)/C=C/C(=O)NN(C(=O)OCC1C2=CC=CC=C2C=2C=CC=CC12)CCC